7-((S)-4-acryloyl-2-methylpiperazin-1-yl)-9-chloro-10-(5-cyclopropyl-2-fluorophenyl)-2,3-dihydro-5H-[1,4]thiazino[2,3,4-ij]quinazolin-5-one C(C=C)(=O)N1C[C@@H](N(CC1)C1=NC(N2C3=C(C(=C(C=C13)Cl)C1=C(C=CC(=C1)C1CC1)F)SCC2)=O)C